C(C)(C)(C)OC(=O)N1CCCC=C1C=1C=C2C(=NC1)N(N=C2)C.NC2=NC=CC(=C2)OC2=C(C=C(C=C2)NC2=C(C(=O)N(C)C)C=CC=N2)Cl 2-((4-((2-aminopyridin-4-yl)oxy)-3-chlorophenyl)amino)-N,N-dimethyl-nicotinamide tert-butyl-6-(1-methylpyrazolo[3,4-b]pyridin-5-yl)-3,4-dihydropyridin-1(2H)-carboxylate